1,3,5-tris(4-formyl-phenyl)benzene C(=O)C1=CC=C(C=C1)C1=CC(=CC(=C1)C1=CC=C(C=C1)C=O)C1=CC=C(C=C1)C=O